3-cyclopropyl-5-(cyclopropylmethyl)-8-fluoro-N-[6-(4-isopropyl-4H-1,2,4-triazol-3-yl)pyridin-2-yl]-5,6-dihydro-4H-benzo[f]imidazo[1,5-a][1,4]diazepine-9-carboxamide C1(CC1)C=1N=CN2C1CN(CC1=C2C=C(C(=C1)F)C(=O)NC1=NC(=CC=C1)C1=NN=CN1C(C)C)CC1CC1